{[(3S)-4-[(3S)-1-{(1R)-1-[(methoxycarbonyl)oxy]ethyl}-2-oxopyrrolidin-3-yl]-3-({N-[(4-methoxy-1H-indol-2-yl)carbonyl]-L-leucyl}amino)-2-oxobutyl]oxy}methyl methyl carbonate C(OCOCC([C@H](C[C@H]1C(N(CC1)[C@@H](C)OC(=O)OC)=O)NC([C@@H](NC(=O)C=1NC2=CC=CC(=C2C1)OC)CC(C)C)=O)=O)(OC)=O